ClC=1C=NN(C(C1)=O)[C@@H](C(=O)NC=1C=CC(=C(C1)S(=O)(=O)NCCCCNC(CCCC#C)=O)C)C N-[4-[[5-[[(2R)-2-(4-chloro-6-oxo-pyridazin-1-yl)propanoyl]amino]-2-methyl-phenyl]sulfonylamino]butyl]hex-5-ynamide